1-(3,4-difluorophenyl)-5-oxo-N-(5-(trifluoromethyl)thiazol-2-yl)pyrrolidine-3-carboxamide FC=1C=C(C=CC1F)N1CC(CC1=O)C(=O)NC=1SC(=CN1)C(F)(F)F